BrC1=CC=C(C=C1)C(=O)C=1C=NC=CC1 (4-bromophenyl)(pyridine-3-yl)methanone